CN1C2(CC2)CNCC1 4-methyl-4,7-diazaspiro[2.5]octane